COC(C1=CN=C(C(=C1)Cl)C1CCN(CC1)C1=NOC2=C1C(=CC=C2)C(F)(F)F)=O 5-Chloro-6-(1-(4-(trifluoromethyl)benzo[d]isoxazol-3-yl)piperidin-4-yl)nicotinic acid methyl ester